(R)-5-((2-(((benzo[d]thiazol-2-ylmethyl)amino)methyl)-4-chloro-5-((3'-(3-(3-hydroxypyrrolidin-1-yl)propoxy)-2,2'-dimethyl-[1,1'-biphenyl]-3-yl)methoxy)phenoxy)methyl)nicotinonitrile S1C(=NC2=C1C=CC=C2)CNCC2=C(OCC=1C=NC=C(C#N)C1)C=C(C(=C2)Cl)OCC=2C(=C(C=CC2)C2=C(C(=CC=C2)OCCCN2C[C@@H](CC2)O)C)C